NC1=C(C=C(C=C1)Br)O 2-amino-5-bromo-phenol